6-chloro-5'-(5-chloro-2-methylphenyl)-3'-isopropyl-2'-(4-methoxy-2-(pyrrolidin-1-yl)pyrimidin-5-yl)-3'H-spiro[indoline-3,4'-pyrrolo[3,4-d]imidazole]-2,6'(5'H)-dione ClC1=CC=C2C(=C1)NC(C21N(C(C=2N=C(N(C21)C(C)C)C=2C(=NC(=NC2)N2CCCC2)OC)=O)C2=C(C=CC(=C2)Cl)C)=O